7-HYDROXY-4-OXO-4H-CHROMENE-3-CARBALDEHYDE OC1=CC=C2C(C(=COC2=C1)C=O)=O